OC[C@H](C1=CC=CC=C1)NC1=NC(=NC=C1C=1SC(=NN1)C)NC1=CC=C(C(=O)N(C)C)C=C1 4-[[4-[[(1S)-2-hydroxy-1-phenyl-ethyl]amino]-5-(5-methyl-1,3,4-thiadiazol-2-yl)pyrimidin-2-yl]amino]-N,N-dimethyl-benzamide